O[C@H]1[C@](O[C@@H]([C@H]1O)CO)(C#N)N1C(N=C(C=C1)NO)=O (2R,3R,4S,5R)-3,4-dihydroxy-2-[4-(hydroxyamino)-2-oxo-pyrimidin-1-yl]-5-(hydroxymethyl)tetrahydrofuran-2-carbonitrile